(S)-5-(imidazo[1,2-a]pyrimidin-6-yl)-N-(1-methoxypropan-2-yl)-7H-pyrrolo[2,3-d]pyrimidin-2-amine N=1C=CN2C1N=CC(=C2)C2=CNC=1N=C(N=CC12)N[C@H](COC)C